2-(5-(benzyloxy)-2-(2,2,2-trifluoroethyl)phenyl)-4,4,5,5-tetramethyl-1,3,2-dioxaborolane C(C1=CC=CC=C1)OC=1C=CC(=C(C1)B1OC(C(O1)(C)C)(C)C)CC(F)(F)F